FC=1C(=C(C(=CC1[N+](=O)[O-])[N+](=O)[O-])OC)[N+](=O)[O-] 3-fluoro-2,4,6-trinitroanisole